N[C@H]1[C@@H](COCC1)O (3S,4r)-4-aminotetrahydro-2H-pyran-3-ol